NC(CC=1C=C2CCCC2=CC1)C 5-(2-aminopropyl)-2,3-dihydro-1H-indene